O/C(/C=C(/C=C/C=C(/C=C/C1=C(CCCC1(C)C)C)\C)\C)=C(\C=C(/C)\C=C\C=C(/C)\C=C\C1=C(C)CCCC1(C)C)/O 15,15'-dihydroxy-beta-carotene